methyl 5-cyano-6-methoxynicotinate C(#N)C=1C(=NC=C(C(=O)OC)C1)OC